CN1C2=C(C=CC1=O)N(C=C2C2=CC(=CC(=C2)OC2=CC=C(C=C2)C(F)(F)F)C)CCN2C(CCC2)=O 1-[2-(4-methyl-3-{3-methyl-5-[4-(trifluoromethyl)phenoxy]-phenyl}-5-oxo-1H,4H,5H-pyrrolo[3,2-b]pyridin-1-yl)ethyl]pyrrolidin-2-one